3-(1-hydroxy-1-methylethyl)phenylboronic acid OC(C)(C)C=1C=C(C=CC1)B(O)O